O(C1=CC=CC=C1)CC(=O)C1=CC=CC=C1 alpha-phenoxyacetophenone